methyl (3R)-8-bromo-3-(tert-butoxycarbonylamino)-4-oxo-3,5-dihydro-2H-1,5-benzothiazepine-7-carboxylate BrC1=CC2=C(NC([C@H](CS2)NC(=O)OC(C)(C)C)=O)C=C1C(=O)OC